S1C=NC(=C1)CC1=NC=2C(=C3C(=NC2)NC=C3)N1C1CCC(CC1)CC#N 2-((1r,4r)-4-(2-(thiazol-4-ylmethyl)imidazo[4,5-d]pyrrolo[2,3-b]pyridin-1(6H)-yl)cyclohexyl)acetonitrile